2-(diethylamino)ethyl 2',4'-difluoro-4-acetoxy-[1,1'-biphenyl]-3-carboxylate hydrochloride Cl.FC1=C(C=CC(=C1)F)C1=CC(=C(C=C1)OC(C)=O)C(=O)OCCN(CC)CC